2-nitro-propane [N+](=O)([O-])C(C)C